(S)-quinuclidin-3-yl (6-bromo-7-methoxy-2,2-dimethyl-1,2,3,4-tetrahydronaphthalen-1-yl)carbamate BrC=1C=C2CCC(C(C2=CC1OC)NC(O[C@@H]1CN2CCC1CC2)=O)(C)C